(4-ethyl-3-(hydroxymethyl)-5-oxo-4,5-dihydro-1H-1,2,4-triazol-1-yl)-7-fluoro-4-isopropyl-2-(o-tolyl)isoquinolin-1(2H)-one C(C)N1C(=NN(C1=O)C=1N(C(C2=CC(=CC=C2C1C(C)C)F)=O)C1=C(C=CC=C1)C)CO